FC1=CC=C(C=C1)C(C#N)=C1CCN(CC1)C(=O)N1CCSCC1 2-(4-fluorophenyl)-2-(1-(thiomorpholine-4-carbonyl)piperidin-4-ylidene)acetonitrile